NC=1C=2N(C=C(N1)C)C(=NC2C=2C(=C1CCN(C1=CC2)C(CC2=NC(=CC=C2)C)=O)F)C 1-(5-(8-amino-3,6-dimethylimidazo[1,5-a]pyrazin-1-yl)-4-fluoroindolin-1-yl)-2-(6-methylpyridin-2-yl)ethanone